5-((2-(4-((3-Chlorobenzyl)oxy)phenyl)pyrimidin-5-yl)methoxy)-2-(((2-(2-methoxyethoxy)ethoxy)carbonyl)amino)benzoic acid ClC=1C=C(COC2=CC=C(C=C2)C2=NC=C(C=N2)COC=2C=CC(=C(C(=O)O)C2)NC(=O)OCCOCCOC)C=CC1